(R)-6-methyl-7-((6-methyl-5-(trifluoromethyl)pyridin-2-yl)oxy)-2-azaspiro[3.5]nonane-2-carboxylate C[C@@H]1CC2(CN(C2)C(=O)[O-])CCC1OC1=NC(=C(C=C1)C(F)(F)F)C